1-(3-bromo-4-methoxybenzyl)cyclopropan-1-ol BrC=1C=C(CC2(CC2)O)C=CC1OC